CC(CCO)C=C(CCC)C 3,5-dimethyloct-4-en-1-ol